2-(4-(azetidin-3-yl)piperazin-1-yl)ethan-1-ol N1CC(C1)N1CCN(CC1)CCO